FC=1C=C(C=CC1)C(C=1N=CNC1)NC1=CC=C(C=C1)OC ((3-fluorophenyl)(1H-imidazol-4-yl)methyl)-4-methoxyaniline